COC1=C2C(=CNC2=CC=C1)CC(=O)N([13CH3])[13CH3] 2-(4-methoxy-1H-indol-3-yl)-N,N-di(methyl-13C)acetamide